COC=1C(=C(NC)C=CC1CC=1C=NC=CC1)[N+](=O)[O-] 3-methoxy-N-methyl-2-nitro-4-(3-pyridylmethyl)aniline